NC1=C(N=CC(=N1)N1CCC(CC1)(C)NCCCCC(=O)NO)C1=C(C(=CC=C1)Cl)Cl 5-((1-(6-amino-5-(2,3-dichlorophenyl)pyrazin-2-yl)-4-methylpiperidin-4-yl)amino)-N-hydroxypentanamide